4-(4-phosphonobutyl)styrene P(=O)(O)(O)CCCCC1=CC=C(C=C)C=C1